allyl-cyclohexyl-phosphinic acid C(C=C)P(O)(=O)C1CCCCC1